OCC1=C(N=C(S1)NC1=CC=C(C=C1)S(N)(=O)=O)C1=CC=C(C=C1)S(=O)(=O)NC1=CC=CC=C1 4-(5-(Hydroxymethyl)-2-((4-sulfamoylphenyl)amino)thiazol-4-yl)-N-phenylbenzenesulfonamide